trans-N-(3-(2,6-dimethoxyphenyl)-1-((2-(trimethylsilyl)ethoxy)methyl)-1H-pyrrolo[2,3-b]pyridin-6-yl)-3(S)-fluoro-2-((4-methylpiperazin-1-yl)methyl)cyclopropane-1-carboxamide COC1=C(C(=CC=C1)OC)C1=CN(C2=NC(=CC=C21)NC(=O)C2C([C@@H]2F)CN2CCN(CC2)C)COCC[Si](C)(C)C